CS(=O)(=O)C1=C(C=CC=C1I)Br (2-bromo-6-iodophenyl) (methyl) sulfone